mesityleneamine C1(=C(C(=CC(=C1)C)C)N)C